[K+].S(=O)(=O)([O-])[O-].O1C(=C(O)C(=O)C=2C(O)=CC(O)=CC12)C1=CC(O)=C(O)C=C1.[K+] quercetin sulfate potassium salt